all-cis-8,11,14,17-eicosatetraenoic acid methyl ester CC/C=C\C/C=C\C/C=C\C/C=C\CCCCCCC(=O)OC